tert-butyl N-{1-[2-ethyl-7-({8-fluoro-2-methylimidazo[1,2-a]pyridin-6-yl}carbamoyl)indazol-4-yl]-3-methylpyrrolidin-3-yl}-N-methylcarbamate C(C)N1N=C2C(=CC=C(C2=C1)N1CC(CC1)(C)N(C(OC(C)(C)C)=O)C)C(NC=1C=C(C=2N(C1)C=C(N2)C)F)=O